6-xylene diisocyanate [N-]=C=O.[N-]=C=O.C1(=CC=CC=C1C)C